2-{5-[Methyl(piperidin-4-yl)amino][1,3]thiazolo[5,4-d][1,3]thiazol-2-yl}-5-(3-methyl-1H-pyrazol-4-yl)pyridin-3-ol CN(C=1SC2=C(N1)SC(=N2)C2=NC=C(C=C2O)C=2C(=NNC2)C)C2CCNCC2